Tert-butyl (1-(cyclopropanecarbonyl)-3-methylazetidin-3-yl)carbamate C1(CC1)C(=O)N1CC(C1)(C)NC(OC(C)(C)C)=O